nickel(III) oxyhydroxide O(O)O.[Ni+3]